CC1=CC(=NN1C1=CC(=C2C(=N1)C=CN2)N2CCOCC2)C2=CC=CC=C2 4-(5-(5-methyl-3-phenyl-1H-pyrazol-1-yl)-1H-pyrrolo[3,2-b]pyridin-7-yl)morpholine